C1(=CC(=CC=C1)C=1C=NN(C1)C1=NC=2N(C(=C1)N1CCOCC1)N=C(C2)C2=CC=NC=C2)C 4-[5-[4-(m-tolyl)pyrazol-1-yl]-2-(4-pyridinyl)pyrazolo[1,5-a]pyrimidin-7-yl]morpholine